(R)-(4-(1-(3-amino-5-trifluoromethylphenyl)ethylamino)quinazolin-6-yl)dimethylphosphine oxide NC=1C=C(C=C(C1)C(F)(F)F)[C@@H](C)NC1=NC=NC2=CC=C(C=C12)P(C)(C)=O